O[C@H](CNC1=NC=C(C=2N=CN(C(C21)=O)C)C2=CC=C(C=C2)C(F)(F)F)COC (R)-5-((2-hydroxy-3-methoxypropyl)amino)-3-methyl-8-(4-(trifluoromethyl)phenyl)pyrido[4,3-d]pyrimidin-4(3H)-one